NC1=CC=C(C=C1C1=CC=CC=C1)S(=O)(=O)NNC(C1=CC=C(C=C1)O)=O 6-amino-N'-(4-hydroxybenzoyl)-[1,1'-biphenyl]-3-sulfonohydrazide